2,4-dihydroxy-4-oxo-butanoate OC(C(=O)[O-])CC(=O)O